Ethyl 6-methyl-5-nitronicotinate CC1=NC=C(C(=O)OCC)C=C1[N+](=O)[O-]